trans-N1-(5-(imidazo[1,2-a]pyridin-6-yl)pyrrolo[2,1-f][1,2,4]triazin-2-yl)cyclobutane-1,3-diamine N=1C=CN2C1C=CC(=C2)C=2C=CN1N=C(N=CC12)N[C@@H]1C[C@H](C1)N